N1CC(C1)OC1=CC=C2CN(C(C2=C1)=O)N1C(CCCC1=O)=O 6-(azetidin-3-yloxy)-1-oxo-3H-isoindol-2-ylpiperidine-2,6-dione